2,3-dihydro-2,2-dimethyl-benzofurane CC1(OC2=C(C1)C=CC=C2)C